[I-].C1(CCCCC1)(CC[N+](CC)(C)C)CC[N+](C)(C)CC.[I-] 2,2'-(cyclohexane-1,1-diyl)bis(N-ethyl-N,N-dimethylethane-1-aminium) iodide